tert-Butyl 4-((3-(2-ethoxy-2-oxoacetamido)-4-methylpyridin-2-yl)amino)piperidine-1-carboxylate C(C)OC(C(=O)NC=1C(=NC=CC1C)NC1CCN(CC1)C(=O)OC(C)(C)C)=O